Boc-L-tyrosine tert-butyl ester C(C)(C)(C)OC([C@@H](NC(=O)OC(C)(C)C)CC1=CC=C(C=C1)O)=O